2-(4-(methylcarbamoyl)phenyl)-N-(2-oxo-2-((2,2,2-trifluoroethyl)amino)ethyl)benzo[d]imidazo[2,1-b]thiazole-7-carboxamide CNC(=O)C1=CC=C(C=C1)C=1N=C2SC3=C(N2C1)C=CC(=C3)C(=O)NCC(NCC(F)(F)F)=O